2-acrylamido-N-(5-(3,5-dimethoxyphenethyl)-1H-pyrazol-3-yl)-4-(2-methoxyethoxy)benzamide C(C=C)(=O)NC1=C(C(=O)NC2=NNC(=C2)CCC2=CC(=CC(=C2)OC)OC)C=CC(=C1)OCCOC